(2S,4r)-1-[(2S)-2-(4-cyclopropyl-triazol-1-yl)-3,3-dimethyl-butyryl]-4-hydroxy-N-[2-hydroxy-1-(4-methylsulfonylphenyl)ethyl]pyrrolidine-2-carboxamide C1(CC1)C=1N=NN(C1)[C@H](C(=O)N1[C@@H](C[C@H](C1)O)C(=O)NC(CO)C1=CC=C(C=C1)S(=O)(=O)C)C(C)(C)C